tert-Butyl N-[1-[(7-cyano-2-formyl-2,3-dihydro-1H-inden-5-yl)oxy]-2-methylpropan-2-yl]carbamate C(#N)C=1C=C(C=C2CC(CC12)C=O)OCC(C)(C)NC(OC(C)(C)C)=O